N-[4-methoxy-7-(oxetan-4-yl)-6-(trimethylstannyl)-[1,3]thiazolo[4,5-c]pyridin-2-yl]benzamide COC1=NC(=C(C2=C1N=C(S2)NC(C2=CC=CC=C2)=O)C2CCO2)[Sn](C)(C)C